ClCC(=O)C1=CC(=CC2=NC3=CC=CC=C3C=C12)O 2-chloro-1-(3-hydroxyacridin-1-yl)ethan-1-one